CC1=CC2=C(C=3C(=NC(NC3CC2)N)N)C=C1C 8,9-dimethyl-3,4,5,6-tetrahydrobenzo[f]quinazoline-1,3-diamine